6-[(2,4-dimethoxyphenyl)methylamino]-2-pyrrolidin-1-ylpyridine-3-carboxylic acid methyl ester COC(=O)C=1C(=NC(=CC1)NCC1=C(C=C(C=C1)OC)OC)N1CCCC1